CC(C)(C)OC(=O)N1C(CCCC1)OC1=C2C(=C3C(=N1)N(C(=C3C#N)N)C3=C(C(=CC=C3C)OCC3=CC=CC=C3)C)OC=C2 ({7-amino-6-[3-(benzyloxy)-2,6-dimethylphenyl]-8-cyanofuro[2,3-d]pyrrolo[2,3-b]pyridin-4-yl}oxy)hexahydropyridine-1-carboxylic acid 2-methylpropan-2-yl ester